(2R,6R)-4-(2-fluoro-6-((1,1,1-trifluoro-3-methylbutan-2-yl)oxy)benzyl)-1-isobutyryl-6-methyl-N-(4-(pyrimidin-2-yl)benzyl)piperazine-2-carboxamide FC1=C(CN2C[C@@H](N([C@@H](C2)C)C(C(C)C)=O)C(=O)NCC2=CC=C(C=C2)C2=NC=CC=N2)C(=CC=C1)OC(C(F)(F)F)C(C)C